COC=1C=C2CCN(CC2=CC1NC1=NC2=CC(=CC=C2C=N1)NC=1C=CC(=C(C1)S(=O)(=O)N)C)C 5-({2-[(6-methoxy-2-methyl-1,2,3,4-tetrahydroisoquinolin-7-yl)amino]quinazolin-7-yl}amino)-2-methylbenzene-1-sulfonamide